4,6-heptadienal C(CCC=CC=C)=O